[O-]S(=O)(=O)C(F)(F)F.[Ce+2].[O-]S(=O)(=O)C(F)(F)F cerium(II) triflate